N-(cyanomethyl)-4-fluorobenzamide C(#N)CNC(C1=CC=C(C=C1)F)=O